C[C@H]1C[C@H](N(C1)C=1C=NNC(C1C(F)(F)F)=O)COC=1C=C(C=CC1)C(=O)N1CCN(CC1)C1=CC=C(C=N1)C#N 6-[4-[(3-[[(2S,4S)-4-methyl-1-[6-oxo-5-(trifluoromethyl)-1,6-dihydropyridazin-4-yl]pyrrolidin-2-yl]methoxy]phenyl)carbonyl]piperazin-1-yl]pyridine-3-carbonitrile